C(CCCCC)[C@H]1C(N(C[C@@H]2N(O[C@@H](C(N21)=O)CC(C)C)CCCC2=CC=CC=C2)C2CCN(CC2)C)=O (3R,6S,9aS)-6-hexyl-3-isobutyl-8-(1-methylpiperidin-4-yl)-1-(3-phenylpropyl)tetrahydropyrazino[2,1-c][1,2,4]oxadiazine-4,7(3H,6H)-dione